2-(1-(8-chloro-1,1-dihydroxy-2-(pyridin-3-yl)-2H-benzo[e][1,2]thiazin-3-yl)ethyl)isoindoline-1,3-dione ClC1=CC=CC=2C=C(N(S(C21)(O)O)C=2C=NC=CC2)C(C)N2C(C1=CC=CC=C1C2=O)=O